C(C1=CC=CC=C1)OC(N[C@H]1COC2=CC(=CC(=C2C1)F)Br)=O (R)-(7-bromo-5-fluorochroman-3-yl)carbamic acid benzyl ester